N-((4-bromopyridin-2-yl)methyl)acetamide BrC1=CC(=NC=C1)CNC(C)=O